FC=1C(=C(C=C2C(=NC(=NC12)OC[C@H]1N(CCC1)C)N1CCNCC1)C)C1=CC=CC2=C1N=C(S2)N 4-(8-Fluoro-6-methyl-2-(((S)-1-methylpyrrolidin-2-yl)methoxy)-4-(piperazin-1-yl)quinazolin-7-yl)benzo[d]thiazol-2-amine